(2S,4R)-1-((S)-2-amino-3,3-dimethylbutanoyl)-N-((R)-1-(4-cyanophenyl)-2-hydroxyethyl)-4-hydroxypyrrolidine-2-carboxamide N[C@H](C(=O)N1[C@@H](C[C@H](C1)O)C(=O)N[C@@H](CO)C1=CC=C(C=C1)C#N)C(C)(C)C